4-(3-((2-((2-cyclopropyl-4-(3-(dimethylamino)azetidin-1-yl)phenyl)amino)-5-(trifluoromethyl)pyrimidin-4-yl)amino)propyl)-1,4-oxazepan-5-one C1(CC1)C1=C(C=CC(=C1)N1CC(C1)N(C)C)NC1=NC=C(C(=N1)NCCCN1CCOCCC1=O)C(F)(F)F